OC=1C=C(C2=C(OC(OC2=O)(CC(C)=O)C2=CC=C(C(=O)OC)C=C2)C1C1C=C(CCC1)C)CCCCC methyl 4-(7-hydroxy-8-(3-methylcyclohex-2-en-1-yl)-4-oxo-2-(2-oxopropyl)-5-pentyl-4H-benzo[d][1,3]dioxin-2-yl)benzoate